2-((tert-butoxycarbonyl)(decyl)amino)acetic acid C(C)(C)(C)OC(=O)N(CC(=O)O)CCCCCCCCCC